C(C1=CC=CC=C1)OC(=O)N1[C@H](CCC1)C(=O)N(C1=CC=C(C=C1)C(C)(C)C)C(C(=O)O)C=1C=NC=CC1 2-(N-[(2R)-1-benzyloxycarbonyl-pyrrolidine-2-carbonyl]-4-tert-butyl-anilino)-2-(3-pyridyl)acetic acid